NC=1C(=CC(=C(C1)N1N=NC(=C1)C(=O)[O-])F)N1CC(N(CC1)C)C 1-(5-amino-4-(3,4-dimethylpiperazin-1-yl)-2-fluorophenyl)-1H-1,2,3-triazole-4-carboxylate